OCCN1CCN(CC1)CCN1C(=NC2=C3CC[C@@H](NC3=CC=C21)C)CCN2N=CC=C2 (7S)-3-{2-[4-(2-Hydroxyethyl)piperazin-1-yl]ethyl}-7-methyl-2-[2-(1H-pyrazol-1-yl)ethyl]-3H,6H,7H,8H,9H-imidazo[4,5-f]chinolin